C(C1=CC=CC=C1)N1CC(CC1)(COC)NC(OC(C)(C)C)=O tert-butyl (1-benzyl-3-(methoxymethyl)pyrrolidin-3-yl)carbamate